benzyl N-[4-[6-[(4-fluoro-3-methoxy-phenyl)-methyl-carbamoyl]-4-methyl-benzimidazol-1-yl]phenyl]carbamate FC1=C(C=C(C=C1)N(C(=O)C=1C=C(C2=C(N(C=N2)C2=CC=C(C=C2)NC(OCC2=CC=CC=C2)=O)C1)C)C)OC